4-vinyl-3-vinylpyridine C(=C)C1=C(C=NC=C1)C=C